COC1=C(C(=CC=C1)OC)C1=CC(=NN1CC(C)C)C(=O)N[C@H](CC(=O)NCC=1OC=CN1)CC(C)C (3S)-3-{[5-(2,6-dimethoxyphenyl)-1-(2-methylpropyl)-1H-pyrazol-3-yl]formamido}-5-methyl-N-(1,3-oxazol-2-ylmethyl)hexanamide